2-(3,5-dichloro-4-((4-isopropyl-6-oxo-1,6-dihydropyridazin-3-yl)oxy)phenyl)-3,5-dioxo-2,3,4,5-tetrahydro-1,2,4-triazine-6-carbonitrile ClC=1C=C(C=C(C1OC1=NNC(C=C1C(C)C)=O)Cl)N1N=C(C(NC1=O)=O)C#N